ClCC1=CC=C(C=O)O1 5-(chloromethyl)-furfural